CC1(CCC(CC1)NC(=O)C1=CC=2C(=CN=C(C2)C(=O)OC)N1)C methyl 2-[(4,4-dimethylcyclohexyl) carbamoyl]-1H-pyrrolo[2,3-c]pyridine-5-carboxylate